CC1(CN(C2=CC=CC=C12)C=1C2=C(N=CN1)SC(=N2)C(=O)NCCCO)C 7-(3,3-dimethylindolin-1-yl)-N-(3-hydroxypropyl)thiazolo[5,4-d]pyrimidine-2-carboxamide